2-cyclopropyl-5-(2,2,2-trifluoroethoxy)pyrazole-3-carboxylic acid C1(CC1)N1N=C(C=C1C(=O)O)OCC(F)(F)F